ClC=1C=C(N2N=C(N=CC21)N[C@H]2[C@@H](COCC2)CC(=O)O)C(C(F)(F)F)C.CC(C(OOC(C)(C)C)(OOC(C)(C)C)C)CCCC dimethyl-di(tert-butyl-peroxy)hexane (3S,4R)-4-{[5-chloro-7-(1,1,1-trifluoropropan-2-yl)pyrrolo[2,1-f][1,2,4]triazin-2-yl]amino}oxan-3-yl-acetate